2,2-difluoro-N-(2-methoxyethyl)-N-((4-methyl-3-oxoquinuclidin-2-yl)methyl)acetamide hydrochloride Cl.FC(C(=O)N(CC1N2CCC(C1=O)(CC2)C)CCOC)F